O1N=CC=C1CN1C=NC(=C1)C=O 1-(isoxazol-5-ylmethyl)-1H-imidazole-4-carbaldehyde